N1=CNC2=C1C=CC(=C2)C(=O)[O-] benzimidazole-5-formate